N-[3-[2-(difluoromethoxy)pyridin-3-yl]-1H-pyrrolo[2,3-b]pyridin-6-yl]cyclopropanecarboxamide FC(OC1=NC=CC=C1C1=CNC2=NC(=CC=C21)NC(=O)C2CC2)F